N-Benzyl-fumaric acid monoamide C(C1=CC=CC=C1)NC(\C=C\C(=O)O)=O